3,5-di-tertiary butyl-4-hydroxybenzene isooctyl-propionate C(CCCCC(C)C)OC(CC)=O.C(C)(C)(C)C=1C=CC=C(C1O)C(C)(C)C